BrC1=CN(C2=C(C=CC=C12)C)C(=O)OC(C)(C)C tert-butyl 3-bromo-7-methyl-1H-indole-1-carboxylate